The molecule is a single-stranded DNA oligonucleotide composed of five deoxythymidylic acid residues connected by 3'->5' phosphodiester linkages and terminated by 3'- and 5'-phosphate groups. CC1=CN(C(=O)NC1=O)[C@H]2C[C@@H]([C@H](O2)COP(=O)(O)O[C@H]3C[C@@H](O[C@@H]3COP(=O)(O)O[C@H]4C[C@@H](O[C@@H]4COP(=O)(O)O[C@H]5C[C@@H](O[C@@H]5COP(=O)(O)O[C@H]6C[C@@H](O[C@@H]6COP(=O)(O)O)N7C=C(C(=O)NC7=O)C)N8C=C(C(=O)NC8=O)C)N9C=C(C(=O)NC9=O)C)N1C=C(C(=O)NC1=O)C)OP(=O)(O)O